C(CCCCCCCCCCCCCCCC)[Si](CCCCCCCCO)(C)C 8-(heptadecyldimethylsilyl)octan-1-ol